ethyl (1S,3S,4S)-1-(1,3-dioxoisoindolin-2-yl)-3-fluoro-4-(((trifluoromethyl)sulfonyl)oxy)cyclopentane-1-carboxylate O=C1N(C(C2=CC=CC=C12)=O)[C@@]1(C[C@@H]([C@H](C1)OS(=O)(=O)C(F)(F)F)F)C(=O)OCC